hexafluoropropyl methyl phosphate P(=O)(OC(C(C(F)(F)F)F)(F)F)(OC)[O-]